COC(C(C1=CN(C2=CC=CC=C12)C(=O)OC)CC(CC)CC)=O α-(2-Ethyl-1-butyl)-1-methoxycarbonyl-3-indoleacetic Acid Methyl Ester